OC1CN(C1)C1=NC(=CC2=CC=CC=C12)C(=O)O 1-(3-hydroxyazetidin-1-yl)isoquinoline-3-carboxylic acid